N-[2-(4-formylcyclohexyl)-6-isopropoxy-indazol-5-yl]-6-(trifluoromethyl)pyridine-2-carboxamide C(=O)C1CCC(CC1)N1N=C2C=C(C(=CC2=C1)NC(=O)C1=NC(=CC=C1)C(F)(F)F)OC(C)C